(S)-5-benzyl-N-(5-ethyl-7-(3-hydroxy-3-methylbut-1-yn-1-yl)-4-oxo-2,3,4,5-tetrahydrobenzo[b][1,4]oxazepin-3-yl)-1H-1,2,4-triazole-3-carboxamide C(C1=CC=CC=C1)C1=NC(=NN1)C(=O)N[C@@H]1C(N(C2=C(OC1)C=CC(=C2)C#CC(C)(C)O)CC)=O